3-methyl-1-(piperidin-4-yl)-5-(trifluoromethyl)-1H-pyrazole CC1=NN(C(=C1)C(F)(F)F)C1CCNCC1